choline amino ether NOCC[N+](C)(C)C